C(#N)C=1C(=C(C=CC1)C1=NN2C(N=C(C=C2)C(=O)N[C@H](C(C)(C)O)C)=C1C1=CC(=NC(=C1)C)C)C 2-(3-cyano-2-methyl-phenyl)-3-(2,6-dimethyl-4-pyridinyl)-N-[(1S)-2-hydroxy-1,2-dimethyl-propyl]pyrazolo[1,5-a]pyrimidine-5-carboxamide